FC=1C=C(C=C(C1)C1=CSC=C1)C(=O)N1CC2(C1)C=C(C(C(C2)(C)C)=O)C#N 2-[3-fluoro-5-(thiophen-3-yl)benzene-1-carbonyl]-8,8-dimethyl-7-oxo-2-azaspiro[3.5]non-5-ene-6-carbonitrile